C(C)(C)C=1C(=C(C(=CC1)O)C(C)C)C diisopropyl-meta-cresol